(3-fluoro-4-((4-oxo-3,4-dihydro-phthalazin-1-yl)methyl)phenyl)sulfonamide hydrochloride Cl.FC=1C=C(C=CC1CC1=NNC(C2=CC=CC=C12)=O)S(=O)(=O)N